propyl (5-fluoro-2-oxo-1-((2R,5S)-2-(((propoxycarbonyl)oxy)methyl)-1,3-oxathiolan-5-yl)-1,2-dihydropyrimidin-4-yl)carbamate FC=1C(=NC(N(C1)[C@@H]1CS[C@@H](O1)COC(=O)OCCC)=O)NC(OCCC)=O